N1=CNC2=C1C=C(C=C2)C#N benzo[d]imidazole-6-carbonitrile